N-(3,4-dichloro-1H-indol-7-yl)-2-oxo-3,4-dihydro-2H-benzo[e][1,3]oxazine-6-sulfonamide ClC1=CNC2=C(C=CC(=C12)Cl)NS(=O)(=O)C=1C=CC2=C(CNC(O2)=O)C1